C(C1=CC=CC=C1)N(C(CC1=CN(C2=CC=CC=C12)C(=O)OC(C)(C)C)=O)CC1=CC=CC=C1 tert-Butyl 3-(2-(dibenzylamino)-2-oxoethyl)-1H-indole-1-carboxylate